1-[2-(dodecylsulfanyl)ethyl]piperidine-3-carboxylic acid C(CCCCCCCCCCC)SCCN1CC(CCC1)C(=O)O